[Na].COS(=O)(=O)[O-].C(CCCCCCCCCCCCCCC)(=O)OC(C[NH+](C)CCO)OC(CCCCCCCCCCCCCCC)=O dipalmitoyloxyethyl-hydroxyethyl-methyl-ammonium methyl-sulfate sodium